C(=O)O.BrC=1NC2=C(C(=C(C=3C4=C[C@H](CN([C@@H]4CC1C32)C)C(=O)N(CC)CC)[2H])[2H])[2H] (6aR,9R)-5-Bromo-N,N-diethyl-7-methyl-4,6,6a,7,8,9-hexahydroindolo[4,3-fg]quinoline-9-carboxamide-1,2,3-d3 formate